carbon, titanium salt [Ti].[C]